1,4-diphenyl-N-(4-(trifluoromethyl)benzyl)-1H-pyrazol-3-amine C1(=CC=CC=C1)N1N=C(C(=C1)C1=CC=CC=C1)NCC1=CC=C(C=C1)C(F)(F)F